C[C@H]1CN(C[C@H](N1)C)C1=CC=C(N=N1)C1=NC=C(C=C1O)\C=C\C=1C=NN(C1)C 2-{6-[(3S,5R)-3,5-dimethylpiperazin-1-yl]pyridazin-3-yl}-5-[(E)-2-(1-methyl-1H-pyrazol-4-yl)ethenyl]pyridin-3-ol